xylose sesquicaprylate C(CCCCCCC)(=O)O.O=C[C@H](O)[C@@H](O)[C@H](O)CO.C(CCCCCCC)(=O)O.C(CCCCCCC)(=O)O.O=C[C@H](O)[C@@H](O)[C@H](O)CO